S-(2-hydroxy-4,7,10-trioxadodecyl)-L-methionine sulfonium chloride [Cl-].[SH3+].OC(C[S+](CC[C@H](N)C(=O)O)C)COCCOCCOCC.[Cl-]